NC=1N=C(SC1C(=O)C=1C=NC(=CC1)N1CCC(CC1)(C)C)N(C1=CC=C(C=C1)F)C(C(=O)N)C (N-[4-Amino-5-[6-(4,4-dimethyl-1-piperidyl)pyridin-3-carbonyl]thiazol-2-yl]-4-fluoroanilino)propanamid